(benzyloxy)-7-bromo-6-[(3-methoxy-2,6-dimethylphenyl)amino]furo[3,2-c]pyridine C(C1=CC=CC=C1)OC1=CC=2C=NC(=C(C2O1)Br)NC1=C(C(=CC=C1C)OC)C